2,3-dimethyl-7,8-dihydrofuro[2,3-D]pyrrolo[1,2-a]pyrimidin-4(6H)-one CC1=C(C2=C(N=C3N(C2=O)CCC3)O1)C